4-amino-5-fluoro-6-[3-(methoxymethoxy)-1-naphthyl]Pyridine-3-carboxamide NC1=C(C=NC(=C1F)C1=CC(=CC2=CC=CC=C12)OCOC)C(=O)N